C(C)OC(C)CCC 2-Ethoxypentan